C(C)(C)(C)C1=CC=C(C=C1)CC 1-(tert-butyl)-4-ethylbenzene